3-Bromo-2-fluoro-6-nitrobenzoic acid methyl ester COC(C1=C(C(=CC=C1[N+](=O)[O-])Br)F)=O